C(=O)C1=CN(C2=CC=CC(=C12)C=1N(C(C(=C(N1)C(=O)NC=1C=NOC1)OC)=O)C)C 2-(3-formyl-1-methylindol-4-yl)-5-methoxy-1-methyl-N-(1,2-oxazol-4-yl)-6-oxopyrimidine-4-carboxamide